C=1(N=CN=C2C=CC3=C(C12)COC3)O 7,9-dihydrofuro[3,4-f]quinazolin-1-ol